(2-chloroacetyl)-[[(2S)-2-[[(E)-3-(4-chloro-2-fluoro-phenyl)prop-2-enoyl]amino]-3-cyclohexyl-propionyl]amino]propanamide ClCC(=O)C(C(=O)N)(C)NC([C@H](CC1CCCCC1)NC(\C=C\C1=C(C=C(C=C1)Cl)F)=O)=O